2,6-bis(1,8-naphthyridin-2-yl)isonicotinic acid ethyl ester C(C)OC(C1=CC(=NC(=C1)C1=NC2=NC=CC=C2C=C1)C1=NC2=NC=CC=C2C=C1)=O